acryloyloxyoctadecyl dihydrogen thiophosphate P(=S)(OCCCCCCCCCCCCCCCCCCOC(C=C)=O)(O)O